C(C1=CC=CC=C1)OC([C@H]1N(C[C@@H](C1)O)C(=O)[C@H]1NC([C@@H](CCCCCC1)CSC(C)=O)=O)=O N-[9(R)-(acetylthiomethyl)-10-oxo-1-azacyclodecan-2(S)-ylcarbonyl]-4(R)-hydroxy-L-proline benzyl ester